NCC(C1CCNCC1)C1=C(C=C(C(=C1)Cl)Cl)O 2-[2-amino-1-(piperidin-4-yl)ethyl]-4,5-dichlorophenol